C(C1=CC=CC=C1)(C1=CC=CC=C1)N1CC(C1)N1CC2=CC=C(C=C2CC1)NCCC 2-(1-benzhydryl-azetidin-3-yl)-N-propyl-1,2,3,4-tetrahydroisoquinolin-6-amine